4-(9-ethyl-2-(4-phenyl-1H-pyrazol-1-yl)-8-vinyl-9H-purin-6-yl)morpholine C(C)N1C2=NC(=NC(=C2N=C1C=C)N1CCOCC1)N1N=CC(=C1)C1=CC=CC=C1